2,2-difluoro-1,3-dimethoxy-propane FC(COC)(COC)F